ClC=1C=C(C=C(C1)Cl)C=1C=CC=C2C(=C(C=NC12)NS(=O)(=O)[C@@H]1CCOC2=CC=CC=C12)N(C)C |r| N-[8-(3,5-dichlorophenyl)-4-(dimethylamino)-3-quinolyl]-(4R and S)-chromane-4-sulfonamide